1-[[2-(difluoro-methoxy)pyridin-4-yl]methyl]-3-(6-methylpyridin-2-yl)urea FC(OC1=NC=CC(=C1)CNC(=O)NC1=NC(=CC=C1)C)F